2-[(1S,3S)-3-hydroxycyclobutyl]pyrimidin OC1CC(C1)C1=NC=CC=N1